4-([1,1'-biphenyl]-4-yl-(hydroxy)methyl)benzonitrile C1(=CC=C(C=C1)C(C1=CC=C(C#N)C=C1)O)C1=CC=CC=C1